cis-3-[(2-amino-4-bromo-6-chlorophenyl)amino]-1-methylcyclobutan-1-ol NC1=C(C(=CC(=C1)Br)Cl)NC1CC(C1)(O)C